2-Phenylbenzimidazole-5-sulfonic acid C1(=CC=CC=C1)C=1NC2=C(N1)C=CC(=C2)S(=O)(=O)O